C/C(/C=C)=C\C\C=C(\CCC=C(C)C)/C (3e,7e)-3,7,11-trimethyl-1,3,6,10-dodecatetraene